1-methyl-9-(2-morpholinoethyl)-9H-pyrido[3,4-b]indol-7-ol CC1=NC=CC2=C1N(C1=CC(=CC=C21)O)CCN2CCOCC2